C(#N)/C(/C(=O)NC(CCN(C)C)C1=CC=CC=C1)=C\C1=CNC2=NC=CC=C21 (E)-2-cyano-N-(3-(dimethylamino)-1-phenylpropyl)-3-(1H-pyrrolo[2,3-b]pyridin-3-yl)acrylamide